benzyldimethyl-(2-hydroxypropyl)ammonium acetate C(C)(=O)[O-].C(C1=CC=CC=C1)[N+](CC(C)O)(C)C